((2r,4S,5S)-5-ethoxy-2-((S)-1,2,3,4-tetrahydroisoquinoline-2-carbonyl)tetrahydro-2H-pyran-4-yl)carbamic acid tert-butyl ester C(C)(C)(C)OC(N[C@H]1C[C@@H](OC[C@H]1OCC)C(=O)N1CC2=CC=CC=C2CC1)=O